ClC=1C(=C(C=CC1)C[C@@H]1N(CC([C@@H]1NS(=O)(=O)C)(F)F)C(=O)[C@@H]1OCC1)F N-[(2S,3R)-2-[(3-chloro-2-fluorophenyl)methyl]-4,4-difluoro-1-((2R)-oxetan-2-carbonyl)pyrrolidin-3-yl]methanesulfonamide